N-{(2S,3R)-4,4-difluoro-1-(2-methylpropanoyl)-2-[(2,2',5'-trifluoro[1,1'-biphenyl]-3-yl)methyl]pyrrolidin-3-yl}methanesulfonamide FC1([C@@H]([C@@H](N(C1)C(C(C)C)=O)CC=1C(=C(C=CC1)C1=C(C=CC(=C1)F)F)F)NS(=O)(=O)C)F